2-methyl-2-(2-(oxiran-2-yl)ethyl)-1,3-dioxolan CC1(OCCO1)CCC1OC1